CC(C)(C#C)OC1=CC=C(C=O)C=C1 4-[(2-methylbut-3-yn-2-yl)oxy]benzaldehyde